N-cyclopropylmethyl-N-(pyridazin-4-yl)-1-(3-(methylthio)butan-2-yl)-5-methyl-1H-pyrazole-4-carboxamide C1(CC1)CN(C(=O)C=1C=NN(C1C)C(C)C(C)SC)C1=CN=NC=C1